2-(4-((4-(tert-butyl)phenyl)(methyl)amino)-3-methylphenoxy)pyrido[3,4-d]pyrimidin-4-ol C(C)(C)(C)C1=CC=C(C=C1)N(C1=C(C=C(OC=2N=C(C3=C(N2)C=NC=C3)O)C=C1)C)C